2,3-dihydroxypropyl-ammonium OC(C[NH3+])CO